N-cyclopropyl-3-(difluoromethyl)-N-(2-ethyl-4,5-dimethylbenzyl)-5-fluoro-1-methyl-4H-pyrazole-carboxamide C1(CC1)N(C(=O)C1(NN(C(C1)F)C)C(F)F)CC1=C(C=C(C(=C1)C)C)CC